disodium 2,2',2'',2'''-(Ethane-1,2-diyldinitrilo)tetraacetic acid C(CN(CC(=O)O)CC(=O)O)N(CC(=O)O)CC(=O)O.[Na].[Na]